(S)-N-(4-chloro-2,6-difluoro-benzyl)-5-fluoro-8-oxo-5,6,7,8-tetrahydro-quinoline-5-carboxamide ClC1=CC(=C(CNC(=O)[C@]2(C=3C=CC=NC3C(CC2)=O)F)C(=C1)F)F